C(#N)C1=C(C=CC(=C1)C(=O)C1=CC=C2C(=CC=CN12)C1=C(C2=C(N(N=C2C=C1)C)Cl)Cl)NC(\C=C\CNC1CCC(CC1)OC)=O (E)-N-(2-cyano-4-(8-(3,4-dichloro-2-methyl-2H-indazol-5-yl)indolizin-3-carbonyl)phenyl)-4-(((1r,4r)-4-methoxycyclohexyl)amino)but-2-enamide